6-((1-aminocyclobutyl)methyl)-7-bromo-N-(pyridin-4-ylmethyl)thieno[3,2-d][1,2,3]triazin-4-amine NC1(CCC1)CC1=C(C=2N=NN=C(C2S1)NCC1=CC=NC=C1)Br